methyl 3-oxacyclobutane-1-carboxylate C1(COC1)C(=O)OC